C(C)(C)(C)C1=CC=C(C=C1)C=1C=C2CC(C(C2=CC1)NC(O[C@@H]1CN2CCC1CC2)=O)(C)C (S)-quinuclidin-3-yl (5-(4-(tert-butyl)phenyl)-2,2-dimethyl-2,3-dihydro-1H-inden-1-yl)carbamat